1-(2-methacryloyloxyethyl)imidazolidin-2-one C(C(=C)C)(=O)OCCN1C(NCC1)=O